[Fe](Cl)(Cl)Cl.C1(CC1)COC1=CC(=NC(=C1)F)N1C(C2=C(N=C(N=C2)C=2N=CSC2)CC1)C 4-[6-[4-(cyclopropylmethoxy)-6-fluoro-2-pyridyl]-5-methyl-7,8-dihydro-5H-pyrido[4,3-d]pyrimidin-2-yl]thiazole iron (III) chloride